tert-butyl (S)-(1-hydrazineyl-3-hydroxy-1-oxopropan-2-yl)carbamate N(N)C([C@H](CO)NC(OC(C)(C)C)=O)=O